ClC1=CC=C(CN2C[C@@H](CCC2)C2=CC=NC=3N2N=C(C3CNC[C@H]3CC(OCC3)(C)C)C)C=C1 |r| (+/-)-1-(7-((R/S)-1-(4-Chlorobenzyl)piperidin-3-yl)-2-methylpyrazolo[1,5-a]pyrimidin-3-yl)-N-(((R/S)-2,2-dimethyltetrahydro-2H-pyran-4-yl)methyl)methanamine